O1COC2=C1C=CC(=C2)C2=NNC(=C2)C2=CC(=CC=C2)C(F)(F)F 3-(1,3-Benzodioxol-5-yl)-5-[3-(trifluoromethyl)phenyl]-1H-pyrazole